IC=1C=CC(=C(C1)C#CC=1C=CC(=NC1)C(=O)O)NS(=O)(=O)C=1C=CC(=C2C=CC=NC12)OC 5-{2-[5-iodo-2-(5-methoxyquinoline-8-sulfonamido)phenyl]ethynyl}pyridine-2-carboxylic acid